FC(C(=O)O)(F)F.NC=1N=CC(=NC1C1=CC(=NO1)C)C=1C=C(C=CC1C)C(CO)(C(F)(F)F)O 2-(3-(5-Amino-6-(3-methylisoxazol-5-yl)pyrazin-2-yl)-4-methylphenyl)-3,3,3-trifluoropropane-1,2-diol, trifluoroacetate salt